C(C)OC(=O)C1=C(CCC1(C)C)N 2-amino-5,5-dimethylcyclopent-1-ene-1-carboxylic acid ethyl ester